5-(2-(2-methyl-1-oxoisoindolin-4-yl)phenyl)furan-2-carboaldehyde CN1C(C2=CC=CC(=C2C1)C1=C(C=CC=C1)C1=CC=C(O1)C=O)=O